6-(4-(Tert-amyl)phenoxy)pyridin-3-amine C(C)(C)(CC)C1=CC=C(OC2=CC=C(C=N2)N)C=C1